5,10-Methylene-5,6,7,8-tetrahydrofolate C1N2C=3C(NC(=NC3NCC2CN1C1=CC=C(C(N[C@@H](CCC(=O)[O-])C(=O)O)=O)C=C1)N)=O